(+)-(R)-3-(Thiophen-2-yl)-3,4-dihydro-2H-benzo[b][1,4]oxazin-2-one S1C(=CC=C1)[C@@H]1NC2=C(OC1=O)C=CC=C2